8-{8-[4-(tert-butylsulfanyl)butanoyl]-2,8-diazaspiro[4.5]decane-2-carbonyl}-2H,3H-[1,2,4]triazolo[4,3-a]pyridin-3-one C(C)(C)(C)SCCCC(=O)N1CCC2(CCN(C2)C(=O)C=2C=3N(C=CC2)C(NN3)=O)CC1